ethyl 4-(6-chloropyridin-3-yl)-quinoline-3-carboxylate ClC1=CC=C(C=N1)C1=C(C=NC2=CC=CC=C12)C(=O)OCC